F[C@H]1C[C@H](N2N=C(N=C21)[S@](=O)CC(F)(F)F)C2=CC=CC=C2 |&1:1,3| rac-(5S,7S)-7-fluoro-5-phenyl-2-[(R)-2,2,2-trifluoroethylsulfinyl]-6,7-dihydro-5H-pyrrolo[1,2-b][1,2,4]triazole